S(ON1C([C@@H](C1=O)N)(C)C)(O)(=O)=O (S)-3-amino-2,2-dimethyl-4-oxoazetidin-1-yl bisulphate